N-(((2S,3R,6S)-2,6-Dimethylmorpholin-3-yl)methyl)-5-(trifluoromethyl)pyrazin-2-amine hydrochloride Cl.C[C@H]1[C@H](NC[C@@H](O1)C)CNC1=NC=C(N=C1)C(F)(F)F